O=C1NC(CCC1N1C(N(C2=C1C=CC=C2C2CCC(CC2)N2N=C1C=C(C(=CC1=C2)NC(=O)C2=NC(=CC=C2)C(F)(F)F)OC)C)=O)=O N-[2-[4-[1-(2,6-dioxo-3-piperidyl)-3-methyl-2-oxo-benzimidazol-4-yl]cyclohexyl]-6-methoxy-indazol-5-yl]-6-(trifluoromethyl)pyridine-2-carboxamide